4-[5-(2,4-dimethylphenyl)-[1,3,4]oxadiazol-2-yl]piperidine-hydrochloride Cl.CC1=C(C=CC(=C1)C)C1=NN=C(O1)C1CCNCC1